ClC1=C(C=CC(=C1)Cl)[C@@H](C)N1N=NC2=C1C=C(C=C2C(F)F)N2CC(C2)[C@@H]2CN(CCC2)C2CC(C2)(C(=O)OC)C methyl 3-((R)-3-(1-(1-((R)-1-(2,4-dichlorophenyl) ethyl)-4-(difluoromethyl)-1H-benzo[d][1,2,3]triazol-6-yl) azetidin-3-yl) piperidin-1-yl)-1-methylcyclobutane-1-carboxylate